1-(3,5-Difluoropyridin-2-yl)-7-methoxy-3-methyl-8-(2-methyl-2H-1,2,3-triazol-4-yl)-1,3-dihydroimidazo-[4,5-c]quinolin-2-one FC=1C(=NC=C(C1)F)N1C(N(C=2C=NC=3C=C(C(=CC3C21)C2=NN(N=C2)C)OC)C)=O